COCOC=1C(=CC2=C(N(C(O2)=O)C)C1)B1OC(C(O1)(C)C)(C)C 5-(methoxymethyloxy)-3-methyl-6-(4,4,5,5-tetramethyl-1,3,2-dioxaborolan-2-yl)benzo[d]Oxazol-2(3H)-one